FC1=C2C(=NNC2=CC=C1)CCNCC1=C(C=CC=C1)OC 2-(4-fluoro-1H-indazol-3-yl)-N-(2-methoxybenzyl)ethan-1-amine